CC(C=O)CC1=CC=C(C=C1)OC 2-methyl-3-(4-methoxy-phenyl)propanal